N5-((1R,3R,5S,6r)-3-hydroxybicyclo[3.1.0]hexan-6-yl)-N3-methyl-1-((S)-1-phenylpropyl)-1H-pyrazole-3,5-dicarboxamide OC1C[C@H]2C([C@H]2C1)NC(=O)C1=CC(=NN1[C@@H](CC)C1=CC=CC=C1)C(=O)NC